5-(1-(allyloxy)ethyl)-N-((4,6-dimethyl-2-oxo-1,2-dihydropyridin-3-yl)methyl)-6-methylindolizine-7-carboxamide C(C=C)OC(C)C=1N2C=CC=C2C=C(C1C)C(=O)NCC=1C(NC(=CC1C)C)=O